N1C=NC2=C1C=CC(=C2)N2C(OC[C@@H]2CC2CCCCC2)=O (S)-3-(1H-benzo[d]imidazol-5-yl)-4-(cyclohexylmethyl)oxazolidin-2-one